CC1=C(C=NN1)C1=CC=C2C(=N1)SC(=N2)NC2=NC=CC(=C2)CO 5-(5-methyl-1H-pyrazol-4-yl)-2-(4-hydroxymethylpyridin-2-ylamino)thiazolo[5,4-b]pyridine